CC1=C(C(=O)NC2(CC2)C2=C3C=CC=NC3=CC(=C2)C2=NN(C=C2)C)C=C(C=C1)N1CC2CCC(C1)N2C 2-Methyl-N-(1-(7-(1-methyl-1H-pyrazol-3-yl)quinolin-5-yl)cyclopropyl)-5-(8-methyl-3,8-diazabicyclo[3.2.1]octan-3-yl)benzamide